Di-tert-butyl 5,8-dihydroxy-4,7-diazaspiro[2.5]octane-4,7-dicarboxylate OC1N(C2(CC2)C(N(C1)C(=O)OC(C)(C)C)O)C(=O)OC(C)(C)C